ClC=1C(=CC(=NC1)NC(=O)C1=NOC=C1)C(=O)OC methyl 5-chloro-2-(isoxazole-3-carbonylamino)pyridine-4-carboxylate